C1(CCC1)NCC(=O)N[C@H]1[C@@H](CCCC1)CC=1NC(C2=C(N1)C(=NN2)C(C)C)=O 2-cyclobutylamino-N-[(1R,2S)-2-(3-isopropyl-7-oxo-6,7-dihydro-1H-pyrazolo[4,3-d]pyrimidin-5-ylmethyl)-cyclohex-1-yl]-acetamide